5-{7-[6-(3-dimethylaminomethyl-azetidin-1-yl)-pyridazin-3-ylamino]-3-methyl-3H-imidazo[4,5-b]pyridin-5-yloxy}-4-methyl-pyridine-2-carbonitrile CN(C)CC1CN(C1)C1=CC=C(N=N1)NC1=C2C(=NC(=C1)OC=1C(=CC(=NC1)C#N)C)N(C=N2)C